(S)-2-amino-N-(5-(2-(2-aminopyridin-3-yl)-5-(1H-pyrazol-1-yl)-3H-imidazo[4,5-b]pyridin-3-yl)-2,3-dihydro-1H-inden-1-yl)-4-(benzyloxy)-5-formylbenzamide NC1=C(C(=O)N[C@H]2CCC3=CC(=CC=C23)N2C(=NC=3C2=NC(=CC3)N3N=CC=C3)C=3C(=NC=CC3)N)C=C(C(=C1)OCC1=CC=CC=C1)C=O